N=1N(N=CC1)C1=C(C=C(C=N1)NC(=O)C1=C(C=C(C=C1)C1=C(C=CC=C1)Cl)C)C(F)(F)F N-(6-(2H-1,2,3-triazol-2-yl)-5-(trifluoromethyl)pyridin-3-yl)-2'-chloro-3-methyl-[1,1'-biphenyl]-4-carboxamide